C(C1=CC=CC=C1)N1CC2COC(C1)C2=O 3-benzyl-6-oxa-3-azabicyclo[3.2.1]octan-8-one